N1=C(C=CC=C1)N1C=2N(C3=C(C1=O)C=NC(=N3)NC3=CC=C(C=C3)N3CCN(CC3)C)CCN2 6-(Pyridin-2-yl)-2-((4-(4-methylpiperazin-1-yl)phenyl)amino)-8,9-dihydroimidazo[1,2-a]pyrimido[5,4-e]pyrimidin-5(6H)-one